NC1=NC=CC=2N1N=C(N2)C=2OC=CC2 5-amino-2-(furan-2-yl)-[1,2,4]triazolo[1,5-c]pyrimidin